COC1=C(C=C(C(=C1)OC)OC)C#CC1=CC2=C(OCO2)C=C1C=C 5-((2,4,5-trimethoxyphenyl)ethynyl)-6-vinylbenzo[d][1,3]dioxolane